2-{[(benzyloxy)carbonyl]amino}cyclopropane-1-carboxylate C(C1=CC=CC=C1)OC(=O)NC1C(C1)C(=O)[O-]